C(N)(=N)C=1C=C(SC1)[C@@H](NC(=O)[C@H]1N(CC2(OCCO2)C1)C(CNC(CCCOC1=CC=CC=C1)=O)=O)C1=CC=CC=C1 (S)-N-((S)-(4-carbamimidoylthiophen-2-yl)(phenyl)methyl)-7-((4-phenoxybutanoyl)glycyl)-1,4-dioxa-7-azaspiro[4.4]nonane-8-carboxamide